N-(3-(N-(tert-butyl)sulfamoyl)phenyl)-5-((1-hydroxy-2-methylpropan-2-yl)amino)-3-(4-isopropylphenyl)pyrazine-2-carboxamide C(C)(C)(C)NS(=O)(=O)C=1C=C(C=CC1)NC(=O)C1=NC=C(N=C1C1=CC=C(C=C1)C(C)C)NC(CO)(C)C